tert-Butyl N-(6-methoxy-2,3,4,9-tetrahydro-1H-carbazol-3-yl)carbamate COC=1C=C2C=3CC(CCC3NC2=CC1)NC(OC(C)(C)C)=O